4-chloro-1,3-dimethyl-1H-pyrazolo[3,4-b]pyridine ClC1=C2C(=NC=C1)N(N=C2C)C